Cl.C(N)(=O)CC(C)CCC[C@@H](C)[C@H]1CC[C@H]2[C@@H]3CC=C4C[C@@H](O)CC[C@]4(C)[C@H]3CC[C@]12C carbamoyl-cholesterol hydrochloride